FC(OC1=NC=CC(=C1)CNC(=O)N[C@@H]1CC2([C@@H]1O)CCC2)F 1-[[2-(difluoromethoxy)pyridin-4-yl]methyl]-3-[(2r,3s)-3-hydroxyspiro[3.3]heptan-2-yl]urea